tert-butyl (R)-5-(5-(tert-butyl)-1,2,4-oxadiazole-3-carboxamido)-8-(2-chloropyrimidin-4-yl)-1,3,4,5-tetrahydro-2H-benzo[c]azepine-2-carboxylate C(C)(C)(C)C1=NC(=NO1)C(=O)N[C@H]1C2=C(CN(CC1)C(=O)OC(C)(C)C)C=C(C=C2)C2=NC(=NC=C2)Cl